C1(C=CCC=C1)CO (1,4-Dihydrophenyl)-methanol